4-amino-7-fluoro-N-((1'-methyl-3H-spiro[benzofuran-2,4'-piperidin]-5-yl)methyl)-N-(oxetan-3-ylmethyl)-1,3-dihydrofuro[3,4-c]quinoline-8-carboxamide NC1=NC=2C=C(C(=CC2C2=C1COC2)C(=O)N(CC2COC2)CC=2C=CC1=C(CC3(CCN(CC3)C)O1)C2)F